4-(methoxy-d3)-N-(1-(oxetan-3-yl)piperidin-4-yl)-5-(1-(2,2,2-trifluoroethyl)-1H-benzo[d][1,2,3]triazol-6-yl)pyrrolo[2,1-f][1,2,4]triazin-2-amine C(OC1=NC(=NN2C1=C(C=C2)C=2C=CC1=C(N(N=N1)CC(F)(F)F)C2)NC2CCN(CC2)C2COC2)([2H])([2H])[2H]